NCCN1CCN(CC1)CCO 2-(4-(2-aminoethyl)piperazine-1-yl)ethanol